(2-morpholinothiazol-5-yl)methanol O1CCN(CC1)C=1SC(=CN1)CO